C1(CCCCC1)CC1NC(N(C1=O)C1CC2(CC(C2)OC2=NC=CC=C2C(=O)N)C1)=O 2-{[(αR)-6-(4-cyclohexylmethyl-2,5-dioxoimidazolidin-1-yl)spiro[3.3]heptan-2-yl]oxy}pyridine-3-carboxamide